C1(CC1)COC1=CC=C(C=C1)NC(C1=CC(=CC=C1)B1OC(C(O1)(C)C)(C)C)=O N-(4-(cyclopropylmethoxy)phenyl)-3-(4,4,5,5-tetramethyl-1,3,2-dioxaborolan-2-yl)benzamide